[Si]([O-])([O-])([O-])[O-].[Ba+2].[Ba+2] dibarium silicate